C(CC)S(=O)(=O)[O-].SC=1NC=CN1.[Na+] sodium sulfydryl-imidazole propanesulfonate